[6-(3-cyclopropyl-1,2,4-triazol-1-yl)-2-azaspiro[3.3]heptan-2-yl]-[rac-(3aS,6aR)-5-(4-fluoro-3-methoxy-phenoxy)-3,3a,4,5,6,6a-hexahydro-1H-cyclopenta[c]pyrrol-2-yl]methanone C1(CC1)C1=NN(C=N1)C1CC2(CN(C2)C(=O)N2C[C@H]3[C@@H](C2)CC(C3)OC3=CC(=C(C=C3)F)OC)C1 |r|